FC1=C(C=C(C(=C1)C)C=1N=NC=CN1)NC(=O)N1[C@@H]2C[C@H](C[C@]1(C2)C2=NC(=NO2)C)C (1S,3R,5R)-N-[2-fluoro-4-methyl-5-(1,2,4-triazin-3-yl)phenyl]-3-methyl-1-(3-methyl-1,2,4-oxadiazol-5-yl)-6-azabicyclo[3.1.1]heptane-6-carboxamide